CS(=O)(=O)C1CCN(CC1)C=1N=C(C2=C(N1)N=CC=C2)NCC=2C(=NC=CC2)C(F)(F)F 2-(4-(methylsulfonyl)piperidin-1-yl)-N-((2-(trifluoromethyl)pyridin-3-yl)methyl)pyrido[2,3-d]pyrimidin-4-amine